5-((3-(pyridin-4-yl)-1,2,4-thiadiazol-5-yl)amino)tetrahydro-2H-pyran-3,4-diol N1=CC=C(C=C1)C1=NSC(=N1)NC1C(C(COC1)O)O